Cl.FC=1C=C(C=C(C1)C=1C=NN(C1)C=1C=NC(=CC1)C(F)(F)F)CN (3-Fluoro-5-(1-(6-(trifluoromethyl)pyridin-3-yl)-1H-pyrazol-4-yl)phenyl)methanamine, hydrochloride